6-fluoro-2-((((2S,4R)-4-fluoro-1-methylpyrrolidin-2-yl)methoxy)-7-(5,6,7,8-tetrahydroisoquinolin-4-yl)quinazolin-4-ylpiperazin-2-yl)acetonitrile FC1CNCC(N1C1=NC=NC2=CC(=CC=C12)C1=CN=CC=2CCCCC12)(CC#N)OC[C@H]1N(C[C@@H](C1)F)C